Aminoethylspermine NCCNCCCNCCCCNCCCN